O1C(=CC=C1)C1=CC(=NC(=N1)SC)N1N=NC2=C1C=CC(=C2)OC=2C=NN(C2)C(=O)OC(C)(C)C tert-Butyl 4-([1-[6-(furan-2-yl)-2-(methylsulfanyl)pyrimidin-4-yl]-1,2,3-benzotriazole-5-yl]oxy)pyrazole-1-carboxylate